L-4-hydroxybenzophenone OC1=CC=C(C(=O)C2=CC=CC=C2)C=C1